NC=1C2=C(N=CN1)N(C(=C2C2=CC(=C(C=C2)OC2=NC=C(C=N2)F)N(C)C)C2=CC=C(C=C2)NC(C(=C)C)=O)C N-(4-(4-amino-5-(3-(dimethylamino)-4-((5-fluoropyrimidin-2-yl)oxy)phenyl)-7-methyl-7H-pyrrolo[2,3-d]pyrimidin-6-yl)phenyl)methacrylamide